[P].N1=C(C=CC=C1)C Picoline phosphorus